C1(=CCCC1)C=1SC=C(N1)CC(=O)OCC ethyl 2-(2-(cyclopent-1-en-1-yl)thiazol-4-yl)acetate